bis-pinacolone borate B(O)(O)O.CC(C(C)(C)C)=O.CC(C(C)(C)C)=O